ClC1=C(N=C2N1C=CC(=C2)C(=O)O)C2=C(C=CC(=C2)F)C=2N=CN(C2F)C 3-chloro-2-(5-fluoro-2-(5-fluoro-1-methyl-1H-imidazol-4-yl)phenyl)imidazo[1,2-a]pyridine-7-carboxylic acid